FC=1C=C(C=C(C1C=1C=C2C(=CN1)NN=C2C=2C=NN(C2)C)F)N(C)C2CC2 (3,5-difluoro-4-(3-(1-methyl-1H-pyrazol-4-yl)-1H-pyrazolo[3,4-c]pyridin-5-yl)phenyl)-N-methylcyclopropylamine